trimethoxymethyl-monohydroxymethyl-melamine COC(OC)(OC)N(C1=NC(=NC(=N1)N)N)CO